N(=[N+]=[N-])C1=C(C(=NN1C)C(C(F)(F)F)(F)F)C(F)(F)F 5-Azido-1-methyl-3-pentafluoroethyl-4-trifluoromethyl-1H-pyrazole